ClC1=NN2C(N=CC3=C2C(CC3C(=O)NC=3C=NC(=C(C3)Cl)N3N=CC(=N3)[C@H](C)O)(C)C)=C1 2-chloro-N-(5-chloro-6-(4-((S)-1-hydroxyethyl)-2H-1,2,3-triazol-2-yl)pyridin-3-yl)-8,8-dimethyl-7,8-dihydro-6H-cyclopenta[e]pyrazolo[1,5-a]pyrimidine-6-carboxamide